ClC=1C=C(C(=C(C(=O)N)C1)O)[N+](=O)[O-] 5-chloro-2-hydroxy-3-nitrobenzamide